2-((2s,5r)-1-(2-(cyanomethyl)-4-methyl-5-oxo-4,5-dihydro-2H-pyrazolo[4,3-b]pyridin-7-yl)-5-methyl-4-(1-(quinoxalin-6-yl)ethyl)piperazin-2-yl)acetonitrile C(#N)CN1N=C2C(N(C(C=C2N2[C@H](CN([C@@H](C2)C)C(C)C=2C=C3N=CC=NC3=CC2)CC#N)=O)C)=C1